(pyridin-3-yl)pyrimidine-4-carboxamide N1=CC(=CC=C1)C1=NC=CC(=N1)C(=O)N